O=C1NC(CCC1N1C(C2=CC=C(C=C2C1)CNC(C(C1=CC(=CC=C1)OCCN1CCCCC1)(F)F)=O)=O)=O N-((2-(2,6-dioxopiperidin-3-yl)-1-oxoisoindolin-5-yl)methyl)-2,2-difluoro-2-(3-(2-(piperidin-1-yl)ethoxy)phenyl)acetamide